Methyl 5-(4-azidobutyl)-2-hydroxybenzoate N(=[N+]=[N-])CCCCC=1C=CC(=C(C(=O)OC)C1)O